5H-[1,4]di-thiino[2,3-c:5,6-c']dipyrrole-1,3,5,7(2H,6H)-tetraone C1(C2=C(C(N1)=O)SC1=C(C(NC1=O)=O)S2)=O